OC1=C(C(=O)C2=CC=CC=C2)C=CC(=C1)OCC(COC(C=C)=O)O 2-hydroxy-4-(3-acryloxy-2-hydroxypropoxy)benzophenone